N1N=C(C=C1)CC=1SC2=C(N(C=3C(N(N=CC32)CC3=NC(=CC=C3)NO)=O)C)N1 2-((1H-pyrazol-3-yl)methyl)-6-((6-(hydroxyamino)pyridin-2-yl)methyl)-4-methyl-4H-thiazolo[5',4':4,5]pyrrolo[2,3-d]pyridazin-5(6H)-one